4-(benzofuran-2-yl)-2-(3,7-dimethylocta-2,6-dien-1-yl)-5-propylbenzene-1,3-diol O1C(=CC2=C1C=CC=C2)C2=C(C(=C(C=C2CCC)O)CC=C(CCC=C(C)C)C)O